5,5'-tetramethylenebis(1H-tetrazole) N1N=NN=C1CCCCC1=NN=NN1